2-(chloromethyl)oxirane (5,8-dichloro-3-methoxy-2-quinolinyl)trifluoromethanesulfonate ClC1=C2C=C(C(=NC2=C(C=C1)Cl)OS(=O)(=O)C(F)(F)F)OC.ClCC1OC1